5-fluoro-2-methyl-N1-(pyrimidin-2-yl)benzene-1,3-diamine FC=1C=C(C(=C(C1)NC1=NC=CC=N1)C)N